C1(=CC=C(C=C1)[C@H](CCC)N[S@](=O)C(C)(C)C)C N-((S)-1-(4-tolyl)butyl)-(R)-tert-butanesulfinamide